FC=1C=C(CN(C(OC(C)(C)C)=O)C(C)C)C=C(C1B1OC(C(O1)(C)C)(C)C)F tert-Butyl 3,5-difluoro-4-(4,4,5,5-tetramethyl-1,3,2-dioxaborolan-2-yl)benzyl(isopropyl)carbamate